O=C1N(CCC(N1)=O)C1=NN(C2=CC(=CC=C12)N1CCC(CC1)CN1CCC2(CC(C2)NC(OCC2=CC=CC=C2)=O)CC1)C benzyl (7-((1-(3-(2,4-dioxotetrahydropyrimidin-1(2H)-yl)-1-methyl-1H-indazol-6-yl)piperidin-4-yl)methyl)-7-azaspiro[3.5]nonan-2-yl)carbamate